4-(3',5'-dibromo-4'-hydroxylphenyl)-amino-6,7-dimethoxyquinazoline BrC=1C=C(C=C(C1O)Br)C1=NC(=NC2=CC(=C(C=C12)OC)OC)N